2-((2-((4-(2-(4-(2-(2,6-dioxopiperidin-3-yl)-1,3-dioxoisoindolin-5-yl)piperazin-1-yl)ethyl)-5-fluoro-2-methoxyphenyl)amino)-5-(trifluoromethyl)pyridin-4-yl)amino)-N-methyl-nicotinamide O=C1NC(CCC1N1C(C2=CC=C(C=C2C1=O)N1CCN(CC1)CCC1=CC(=C(C=C1F)NC1=NC=C(C(=C1)NC1=C(C(=O)NC)C=CC=N1)C(F)(F)F)OC)=O)=O